(5R)-5-methyl-2-morpholino-5,7-dihydrofuro[3,4-b]pyridine-3-carboxylic acid C[C@H]1OCC2=NC(=C(C=C21)C(=O)O)N2CCOCC2